N1=PC=CC=C1 (9S)-azaphosphine